Rac-(4bR,5R,6R,7S,7aR)-7a-(4-bromophenyl)-5-((tert-butylamino)methyl)-6-(hydroxymethyl)-4-methoxy-7-phenyl-5,6,7,7a-tetrahydro-4bH-cyclopenta[4,5]furo[2,3-c]pyridin-4b-ol BrC1=CC=C(C=C1)[C@]12[C@](C3=C(C=NC=C3OC)O1)([C@H]([C@@H]([C@H]2C2=CC=CC=C2)CO)CNC(C)(C)C)O |r|